NC1=NC2=C(C=3N1N=C(N3)C=3OC=CC3)SC(N2CCN2CCN(CC2)C2=C(C=C(C(=C2)C(=O)N2CCS(CC2)=O)F)F)=O 5-amino-3-(2-(4-(2,4-difluoro-5-(1-oxidothiomorpholine-4-carbonyl)phenyl)piperazin-1-yl)ethyl)-8-(furan-2-yl)thiazolo[5,4-e][1,2,4]triazolo[1,5-c]pyrimidin-2(3H)-one